(3-{4-[6-(difluoromethoxy)pyridin-3-yl]-6-oxo-1,6-dihydropyrimidin-2-yl}-4-(difluoromethyl)benzyl)isobutyramide ethyl-2,4-dioxo-3-(p-tolyl)-1,2,3,4-tetrahydropyrimidine-5-carboxylate C(C)OC(=O)C=1C(N(C(NC1)=O)C1=CC=C(C=C1)C)=O.FC(OC1=CC=C(C=N1)C=1N=C(NC(C1)=O)C=1C=C(CC(C(=O)N)(C)C)C=CC1C(F)F)F